C1CC12CCN(CC2)C2=NC(=CC=C2C(=O)NC2=NC(=CC=C2)S(NC(C)(C)C)(=O)=O)[C@@](C(F)(F)F)(C)O 2-(6-azaspiro[2.5]oct-6-yl)-N-(6-((2-methyl-2-propanyl)sulfamoyl)-2-pyridinyl)-6-((2R)-1,1,1-trifluoro-2-hydroxy-2-propanyl)-3-pyridinecarboxamide